FC(C1=CC=C(C=C1)C=1N=NN(C1C(=O)OC)C[Si](C)(C)C)F methyl 4-(4-(difluoromethyl) phenyl)-1-((trimethylsilyl) methyl)-1H-1,2,3-triazole-5-carboxylate